C(C1=CC=CC=C1)NC1=NC=CC(=C1)C1=C(N=C(S1)NC(C)=O)C1=CC(=CC(=C1)C)C N-[5-(2-benzylamino-4-pyridinyl)-4-(3,5-dimethylphenyl)-1,3-thiazol-2-yl]acetamide